CN1CCN(CC1)C1=CC=C(C=C1)NC=1N=CC=2S(NC3=C(C2N1)C=CC(=C3)C(=O)OC)(=O)=O methyl 2-{[4-(4-methylpiperazin-1-yl)phenyl]amino}-6H-pyrimido[5,4-c][2,1]benzothiazine-8-carboxylate 5,5-dioxide